5-(5-(4-fluorophenyl)-1-propionyl-4,5-dihydro-1H-pyrazol-3-yl)-4-methylthieno[2,3-b]pyridin-6(7H)-one FC1=CC=C(C=C1)C1CC(=NN1C(CC)=O)C1=C(C2=C(NC1=O)SC=C2)C